FC1=C(C=C(C=C1)NC(=O)C1=C(N(C(=C1C)C(C(=O)NC1(CCN(CC1)S(=O)(=O)C)C)=O)C)C)C N-(4-fluoro-3-methylphenyl)-1,2,4-trimethyl-5-(2-((4-methyl-1-(methylsulfonyl)piperidin-4-yl)amino)-2-oxoacetyl)-1H-pyrrole-3-carboxamide